O[C@H](COC=1C=C(C=CC1)S(=O)(=O)NC)CN[C@@H]1COC2(C1)CCN(CC2)S(=O)(=O)C2=CC1=C(OCCN1C)N=C2 3-((S)-2-hydroxy-3-((S)-8-(1-methyl-2,3-dihydro-1H-pyrido[2,3-b][1,4]oxazin-7-ylsulfonyl)-1-oxa-8-azaspiro[4.5]dec-3-ylamino)propoxy)-N-methylbenzenesulfonamide